C12CN(CC2C1)C1=NC2=C(C=C(C=C2C(N1C)=O)C)C(C(F)(F)F)NC1=C(C(=O)O)C=CC=C1 2-[[1-[2-(3-azabicyclo[3.1.0]hexan-3-yl)-3,6-dimethyl-4-oxoquinazolin-8-yl]-2,2,2-trifluoroethyl]amino]benzoic acid